BrC=1C=CC(=C(OCCC(=O)O)C1)[N+](=O)[O-] 3-(5-bromo-2-nitrophenoxy)propionic acid